2-((3R,14aS)-11-chloro-9-fluoro-3-methyl-1,3,4,13,14,14a-hexahydro-2H-pyrazino[1',2':5,6][1,5]oxazocino[4,3,2-de]quinazolin-10-yl)-3-fluorophenol ClC1=C2C3=C(N=CN=C3C(=C1C1=C(C=CC=C1F)O)F)N1[C@@H](CCO2)CN[C@@H](C1)C